4-(2-(3-chloro-4-phenyl-1H-pyrazol-1-yl)-9-ethyl-9H-purin-6-yl)morpholine 2-cyanoethyl-4-(4-cyano-2-methoxyphenyl)-5-ethoxy-2,8-dimethyl-1,4-dihydro-1,6-naphthyridine-3-carboxylate C(#N)CCOC(=O)C1=C(NC2=C(C=NC(=C2C1C1=C(C=C(C=C1)C#N)OC)OCC)C)C.ClC1=NN(C=C1C1=CC=CC=C1)C1=NC(=C2N=CN(C2=N1)CC)N1CCOCC1